sodium-chromium [Cr].[Na]